4-(5-(3-fluoro-5-(imidazo[1,2-a]pyridine-3-carboxamido)-4-methylphenyl)-1,2,4-oxadiazol-3-yl)-2-methylpiperazine-1-carboxylic acid methyl ester COC(=O)N1C(CN(CC1)C1=NOC(=N1)C1=CC(=C(C(=C1)NC(=O)C1=CN=C2N1C=CC=C2)C)F)C